methyl 4-{[3-(4-{[(3R,4S)-3-fluoro-1-(2-hydroxyethyl) piperidin-4-yl]amino}-1-(2,2,2-trifluoroethyl)-1H-indol-2-yl)prop-2-yn-1-yl]amino}-3-methoxybenzoate F[C@@H]1CN(CC[C@@H]1NC1=C2C=C(N(C2=CC=C1)CC(F)(F)F)C#CCNC1=C(C=C(C(=O)OC)C=C1)OC)CCO